The molecule is an alpha,beta-unsaturated monocarboxylic acid that is acrylic acid in which the hydrogen at position 2 is substituted by an ethyl group. It has a role as a mammalian metabolite. It derives from an acrylic acid. It is a conjugate acid of a 2-ethylacrylate. CCC(=C)C(=O)O